4-(methylphenylthio)phenylmethane tert-butyl-7-(6-((1s,3s)-3-hydroxycyclobutoxy)pyridin-3-yl)-5H-pyrido[4,3-b]indole-5-carboxylate C(C)(C)(C)OC(=O)N1C2=C(C=3C=CC(=CC13)C=1C=NC(=CC1)OC1CC(C1)O)C=NC=C2.CC2=C(C=CC=C2)SC2=CC=C(C=C2)C